C(#N)[C@H]1N(CCC1)C(CNC12CC3(CC(CC(C1)C3)C2)SCC)=O S-(3-((2-((S)-2-cyanopyrrolidin-1-yl)-2-oxoethyl)amino)adamantan-1-yl)ethanethiol